NC1=NC(=C(C=C1C=1C=C2C(=CNC(C2=CC1)=O)Cl)C1=CC=C(C=C1)N1CCN(CC1)C(C)C)F 6-(2-amino-6-fluoro-5-(4-(4-isopropylpiperazin-1-yl)phenyl)pyridin-3-yl)-4-chloroisoquinolin-1(2H)-one